N-tert-butyl-2-(5-{5-chloro-2-[(oxan-4-yl)amino]pyrimidin-4-yl}-1-methyl-3-oxo-2,3-dihydro-1H-isoindol-2-yl)-N-methylacetamide C(C)(C)(C)N(C(CN1C(C2=CC=C(C=C2C1=O)C1=NC(=NC=C1Cl)NC1CCOCC1)C)=O)C